(tert-Butoxycarbonyl)-1-methyl-4,5,6,7-tetrahydro-1H-pyrrolo[2,3-c]pyridine-2-carboxylic acid C(C)(C)(C)OC(=O)C1=C(N(C=2CNCCC21)C)C(=O)O